1-(1-(3,5-Difluorophenyl)-2,5-dimethyl-1H-pyrrol-3-yl)-2-(pyrrolidin-1-yl)ethanone FC=1C=C(C=C(C1)F)N1C(=C(C=C1C)C(CN1CCCC1)=O)C